C(C)OC(C(=CC1=CC(=C(C=C1)C(=O)O)O)C#N)=O.C12CNCC(CC1)N2C2=NC1=CC(=C(C=C1C(=N2)C=2SC(=NN2)C(F)F)S(=O)(=O)NC2(CC2)C)F 2-(3,8-diazabicyclo[3.2.1]octan-8-yl)-4-(5-(difluoromethyl)-1,3,4-thiadiazol-2-yl)-7-fluoro-N-(1-methylcyclopropyl)quinazoline-6-sulfonamide ethyl-4-carboxy-3-hydroxy-α-cyanocinnamate